(S)-α-Methyl-4-nitrobenzylamine hydrochloride Cl.C[C@@H](C1=CC=C(C=C1)[N+](=O)[O-])N